BrC1=C(C(=CC2=C(C=C(C=C12)Br)Br)Br)Br 1,2,3,5,7-pentabromonaphthalene